N-((4,6-dimethyl-2-oxo-1,2-dihydropyridin-3-yl)methyl)-3-(ethyl-(tetrahydro-2H-pyran-4-yl)amino)-2-methyl-5-(1-morpholino-2,3-dihydro-1H-inden-5-yl)benzamide CC1=C(C(NC(=C1)C)=O)CNC(C1=C(C(=CC(=C1)C=1C=C2CCC(C2=CC1)N1CCOCC1)N(C1CCOCC1)CC)C)=O